ethyl rac-(2S,3S,4S,5S)-3-(3,4-difluoro-2-methoxy-phenyl)-4,5-dimethyl-tetrahydrofuran-2-carboxylate FC=1C(=C(C=CC1F)[C@H]1[C@H](O[C@H]([C@H]1C)C)C(=O)OCC)OC |r|